C1(CC1)CC1N(CC=2C=NC(=CC21)C(=O)NCCC)C2=NOC(C2)(C(F)(F)F)C2=CC(=C(C(=C2)Cl)F)Cl (cyclopropylmethyl)-2-(5-(3,5-dichloro-4-fluorophenyl)-5-(trifluoromethyl)-4,5-dihydroisoxazol-3-yl)-N-propyl-2,3-dihydro-1H-pyrrolo[3,4-c]pyridine-6-carboxamide